bis(tertbutylimino)bis(ethylmethylamino)molybdenum C(C)(C)(C)N=[Mo](N(CC)C)(N(C)CC)=NC(C)(C)C